[C@@H]12OC[C@@H](N(C1)C1=NC=C(C=N1)C1=CC=3C(=NC=C(N3)C=3C(=C(C=CC3C)O)C)N1)C2 3-(6-(2-((1S,4S)-2-oxa-5-azabicyclo[2.2.1]hept-5-yl)pyrimidin-5-yl)-5H-pyrrolo[2,3-b]pyrazin-2-yl)-2,4-dimethylphenol